4-(5,5-difluoro-4-hydroxy-3-(trifluoromethyl)-4,5,6,7-tetrahydro-1H-indol-1-yl)picolinonitrile FC1(C(C=2C(=CN(C2CC1)C1=CC(=NC=C1)C#N)C(F)(F)F)O)F